C1(=CC(=CC=C1)NC(CCC1=CC=C(C=C1)O)=O)C1=CC=CC=C1 N-([1,1'-biphenyl]-3-yl)-3-(4-hydroxyphenyl)propanamide